tert-butylcyclohexylcaproic acid C(C)(C)(C)C(C(=O)O)(CCCC)C1CCCCC1